CC=1C(=C(CC2=C(C#N)C=CC=C2)C=C(C1)C)OCCCN1CCOCC1 2-(3,5-Dimethyl-2-(3-morpholinopropoxy)benzyl)benzonitrile